COC(CCN1C(CC(C1)C1=C(C(=CC=C1OCOCC[Si](C)(C)C)Cl)Cl)=O)=O.FC1=C(C(=CC=C1)F)C#CC1=CC=C(C=C1)N1C(CCCC1)=O 1-(4-((2,6-difluorophenyl)ethynyl)phenyl)piperidin-2-one Methyl-3-(4-(2,3-dichloro-6-((2-(trimethylsilyl)ethoxy)methoxy)phenyl)-2-oxopyrrolidin-1-yl)propanoate